C(CC=C)N(CCC(=O)OCC)C(=O)OC(C)(C)C Ethyl 3-[(but-3-en-1-yl)[(tert-butoxy)carbonyl]amino]propanoate